(R)-1-(3-(5-chloro-2-(4-(4-methylpiperazin-1-yl)phenylamino)-7H-pyrrolo[2,3-d]pyrimidin-4-ylamino)piperidin-1-yl)prop-2-en-1-one ClC1=CNC=2N=C(N=C(C21)N[C@H]2CN(CCC2)C(C=C)=O)NC2=CC=C(C=C2)N2CCN(CC2)C